FC(C1=NC2=CC=CC=C2C(=C1C#CC1=CC(=CC=C1)C(F)(F)F)C1=CC(=CC=C1)C(F)(F)F)(F)F 2-(Trifluoromethyl)-4-(3-(trifluoromethyl)phenyl)-3-((3-(trifluoromethyl)phenyl)ethynyl)quinoline